6-(isopropylthio)picolinaldehyde C(C)(C)SC1=CC=CC(=N1)C=O